P(OCCCCCC)(OCCCCCC)OCCCCCC tri-hexyl phosphite